NC1=NC2=C(C(N(C=C2)C)=O)N1CCCCCBr 2-amino-3-(5-bromopentyl)-5-methylimidazo[4,5-c]pyridin-4-one